CCCCC\C=C/CC cis-6-nonen